1,2-bis(hydroxymethyl)-1,2-epoxycyclohexane OCC12C(CCCC1)(O2)CO